Ethyl (2R)-3-(4-chloro-1H-pyrazol-1-yl)-2-{[(1,2,3,5,6,7-hexahydro-s-indacen-4-yl)carbamoyl]oxy}propanoate ClC=1C=NN(C1)C[C@H](C(=O)OCC)OC(NC1=C2CCCC2=CC=2CCCC12)=O